ClC=1C=C(C=CC1C=1C(=NC=CC1)C1(CC1)C#N)[C@H](CO)NC(=O)NC=1N=C(SC1)C#C (R)-1-(1-(3-Chloro-4-(2-(1-cyanocyclopropyl)pyridin-3-yl)phenyl)-2-hydroxy-ethyl)-3-(2-ethynylthiazol-4-yl)urea